N-((S)-1,1-dicyclohexyl-3-((2-fluoro-4-((S)-1-((3S,4R)-3-fluoro-4-hydroxypyrrolidin-1-yl)-1-oxopropan-2-yl)phenyl)amino)-3-oxopropan-2-yl)-1-isopropyl-1H-pyrazole-5-carboxamide C1(CCCCC1)C([C@@H](C(=O)NC1=C(C=C(C=C1)[C@@H](C(=O)N1C[C@@H]([C@@H](C1)O)F)C)F)NC(=O)C1=CC=NN1C(C)C)C1CCCCC1